FC1=C(C(=CC=C1)F)C=1N=C(C2=C(N1)CNC2=O)NC2CC(C2)C(=O)OC methyl (1r,3r)-3-((2-(2,6-difluorophenyl)-5-oxo-6,7-dihydro-5H-pyrrolo[3,4-d]pyrimidin-4-yl)amino)cyclobutane-1-carboxylate